BrC=1C=C(C(=CC1F)C(=O)OC)C(=O)OC dimethyl 4-bromo-5-fluoro-benzene-1,2-dicarboxylate